methyl (S)-3-(3-nitrophenyl)-3-(5-(4-(trifluoromethyl)phenyl)-1,2,3,4-tetrahydroisoquinoline-2-carboxamido)propanoate [N+](=O)([O-])C=1C=C(C=CC1)[C@H](CC(=O)OC)NC(=O)N1CC2=CC=CC(=C2CC1)C1=CC=C(C=C1)C(F)(F)F